N1=CC=C2N1CCC(C2)C2N1C(C3=CC=CC=C23)=CN=C1 5-(4,5,6,7-tetrahydropyrazolo[1,5-a]pyridin-5-yl)-5H-imidazo[5,1-a]isoindole